COC=1C=C(C=CC1OC1=CC=CC=C1)C=1N=C(C2=C(N1)N(C(=C2)C#CC2CN(C2)C2CCN(CC2)S(=O)(=O)C=C)C)N 3-methoxy-4-phenoxyphenyl-7-methyl-6-((1-(1-(vinylsulfonyl)piperidin-4-yl)azetidin-3-yl)ethynyl)-7H-pyrrolo[2,3-d]pyrimidin-4-amine